COC(=O)N1C[C@@H](OCC1)CC1=C(N=C2N1C=CC(=C2)C)C2=C(C=C(C=C2F)C=2NC=C(N2)Cl)F (S)-2-((2-(4-(4-chloro-1H-imidazol-2-yl)-2,6-difluorophenyl)-7-methylimidazo[1,2-a]pyridin-3-yl)methyl)morpholine-4-carboxylic acid methyl ester